6-(2-((1-((dimethylamino)methyl)cyclopropyl)methoxy)-7-(8-ethyl-7-fluoro-3-hydroxynaphthalen-1-yl)-6,8-difluoroquinazolin-4-yl)-1,6-diazaspiro[3.5]nonan-2-one CN(C)CC1(CC1)COC1=NC2=C(C(=C(C=C2C(=N1)N1CC2(CC(N2)=O)CCC1)F)C1=CC(=CC2=CC=C(C(=C12)CC)F)O)F